C(C)(C)(C)OC(=O)N1C(CNCC1)C1=NC=NC2=CC=CC=C12 quinazolin-4-yl-piperazine-1-carboxylic acid tert-butyl ester